6-oxo-1-[3-(2-oxo-1H-imidazol-3-yl)phenyl]pyridine-3-carboxamide O=C1C=CC(=CN1C1=CC(=CC=C1)N1C(NC=C1)=O)C(=O)N